S1C=C(C=C1)NCC(=O)O (3-thienyl)-glycine